2-(hydroxymethyl)-2-methylpropane-1,3-diyl bis(3,3-dimethylheptanoate) CC(CC(=O)OCC(COC(CC(CCCC)(C)C)=O)(C)CO)(CCCC)C